4-(difluoromethoxy)-N-(1-methyl-5-(1-methyl-1H-indazol-5-yl)-3-oxo-2-(3-(trifluoromethyl)pyridin-2-yl)-2,3-dihydro-1H-pyrazol-4-yl)benzamide FC(OC1=CC=C(C(=O)NC=2C(N(N(C2C=2C=C3C=NN(C3=CC2)C)C)C2=NC=CC=C2C(F)(F)F)=O)C=C1)F